C(C1=CC=CC=C1)(O)=NO benzoic acid oxime